N-(4-(3-methoxyoxetan-3-yl)phenyl)-4-(4-(trifluoromethyl)phenyl)piperidine-1-carboxamide methyl-(S)-8-aminochromane-2-carboxylate COC(=O)[C@H]1OC2=C(C=CC=C2CC1)N.COC1(COC1)C1=CC=C(C=C1)NC(=O)N1CCC(CC1)C1=CC=C(C=C1)C(F)(F)F